COC(=O)C1=CC(=NC=C1F)Br.C(#N)C1=NC=C(C(=C1)C(=O)OC)F methyl 2-cyano-5-fluoro-pyridine-4-carboxylate Methyl-2-bromo-5-fluoro-pyridine-4-carboxylate